2-(tert-butoxycarbonyl)-6-(pyrazine-2-carbonyl)-2,6-diazaspiro[3.4]octane-8-carboxylic acid C(C)(C)(C)OC(=O)N1CC2(C1)CN(CC2C(=O)O)C(=O)C2=NC=CN=C2